CC(CC(C1=CC=CC=C1)(C1=CC=CC=C1)[Li])CC 3-methyl-1,1-diphenylpentyllithium